FC=1C=C(C=CC1OC1=C2C(=NC=C1)NC=C2C)C(C)N 1-(3-fluoro-4-((3-methyl-1H-pyrrolo[2,3-b]pyridin-4-yl)oxy)phenyl)ethanamine